azodicarboxylic acid N(=NC(=O)O)C(=O)O